C1(=CC=C(C2=CC3=CC=CC=C3C=C12)C(=O)O)C(=O)O 1,4-anthracenedicarboxylic acid